1-(5-bromo-7-nitrobenzo[d][1,3]dioxol-4-yl)-4-methylpiperazine BrC1=C(C2=C(OCO2)C(=C1)[N+](=O)[O-])N1CCN(CC1)C